FC1=CC=C2C(=CNC2=C1)C=O 6-FLUOROINDOLE-3-CARBOXALDEHYDE